C(=O)C=1N=C(SC1)NC(OC(C)(C)C)=O tert-butyl N-(4-formyl-1,3-thiazol-2-yl)carbamate